3-((8-chloro-2-(((2R,7aS)-2-fluorotetrahydro-1H-pyrrolizin-7a(5H)-yl)methoxy)-9-(naphthalen-1-yl)-5,6-dihydro-4H-[1,4]oxazepino[5,6,7-de]quinazolin-4-yl)methyl)pyridin-2-amine ClC1=C2C=3C(=NC(=NC3C=C1C1=CC=CC3=CC=CC=C13)OC[C@]13CCCN3C[C@@H](C1)F)N(CCO2)CC=2C(=NC=CC2)N